Cl.OB1OC(C2=C1C=C(C=C2)N)(C)C 1-hydroxy-3,3-dimethyl-2,1-benzoxaborole-6-amine hydrochloride